C1(CCC1)C=1C=CC(=NC1C(F)(F)F)C(=O)OC methyl 5-cyclobutyl-6-(trifluoromethyl)picolinate